ClC=1C(=NC(=NC1)N1C[C@H]2CCCC[C@H]2C1)NC1=CC2=C(N(C(N2CCC(C)(C)O)=O)C)C=C1 5-((5-Chloro-2-((3aR,7aS)-octahydro-2H-isoindol-2-yl)pyrimidin-4-yl)amino)-3-(3-hydroxy-3-methylbutyl)-1-methyl-1,3-dihydro-2H-benzo[d]imidazol-2-on